(S)-tert-butyl (1-(4-hydrazinylpyridin-2-yl)but-3-en-1-yl)carbamate N(N)C1=CC(=NC=C1)[C@H](CC=C)NC(OC(C)(C)C)=O